cyclohexyl 3-{[2-(4-chlorophenyl)imidazo[1,2-a]pyrimidin-3-yl]methyl}-3,8-diazabicyclo[3.2.1]octane-8-carboxylate ClC1=CC=C(C=C1)C=1N=C2N(C=CC=N2)C1CN1CC2CCC(C1)N2C(=O)OC2CCCCC2